N-(5-chlorosalicyl)-8-aminocaprylate ClC1=CC=C(C(CNCCCCCCCC(=O)[O-])=C1)O